2-(3-((tert-butoxycarbonyl)amino)-6-fluoroisoquinolin-5-yl)acetic acid C(C)(C)(C)OC(=O)NC=1N=CC2=CC=C(C(=C2C1)CC(=O)O)F